octan-4-one CCCC(CCCC)=O